4-carboxyphenyl-naphthyridone C(=O)(O)C1=CC=C(C=C1)C=1C(NC2=NC=CC=C2C1)=O